2-propanone O-[(2R)-1-oxo-2-[4-[4-(trifluoromethyl)phenoxy]phenoxy]propyl] oxime O=C([C@@H](C)OC1=CC=C(C=C1)OC1=CC=C(C=C1)C(F)(F)F)ON=C(C)C